methoxymethyl 4-(benzyloxy)-3-fluoro-6-(methoxymethoxy)-2,5-dimethylbenzoate C(C1=CC=CC=C1)OC1=C(C(=C(C(=O)OCOC)C(=C1C)OCOC)C)F